CC=1N=CC(=NC1)OC1(CCCCC1)C(=O)NN trans-(5-Methylpyrazin-2-yl)oxycyclohexanecarboxylic acid hydrazide